N-[1-(6-azaspiro[3.4]oct-2-yl)piperidin-4-yl]-N-ethylacetamide trifluoroacetate FC(C(=O)O)(F)F.C1C(CC12CNCC2)N2CCC(CC2)N(C(C)=O)CC